NC=1N=C(SC1C(C1=CC=CC=C1)=O)N(C1=CC(=C(C=C1)OC)F)C(C(=O)N)C (N-(4-Amino-5-benzoylthiazol-2-yl)-3-fluoro-4-methoxyanilino)propanamid